C(#N)[C@H](C[C@H]1C(NCC1)=O)NC([C@H](CC(C)(C)C)NC(=O)C1=NC2=C(N1)C=C(C(=C2)F)F)=O N-[(2S)-1-({(1S)-1-cyano-2-[(3S)-2-oxopyrrolidin-3-yl]ethyl}amino)-4,4-dimethyl-1-oxopentan-2-yl]-5,6-difluoro-1H-benzimidazole-2-carboxamide